Rhenium (IV) sulfide [Re](=S)=S